FC1=C(C=C(C=C1)NC(=O)C1=C(N(C(=C1C)C(C(=O)NC1(CCCC1)C1=NOC(=N1)C)=O)C)C)C N-(4-fluoro-3-methylphenyl)-1,2,4-trimethyl-5-(2-((1-(5-methyl-1,2,4-oxadiazol-3-yl)cyclopentyl)amino)-2-oxoacetyl)-1H-pyrrole-3-carboxamide